ClC1=C(C=2N(C=C1)N=CC2CO)OC (5-Chloro-4-methoxy-pyrazolo[1,5-a]pyridin-3-yl)methanol